(R)-N-(1-(benzofuran-2-yl)ethyl)acetamide O1C(=CC2=C1C=CC=C2)[C@@H](C)NC(C)=O